CC1(OB(OC1(C)C)C=1C=NN(C1)CCCC(=O)OC)C methyl 4-(4-(4,4,5,5-tetramethyl-1,3,2-dioxaborolan-2-yl)-1H-pyrazol-1-yl)butanoate